7-((tert-Butyldiphenylsilyl)oxy)-6-(((tert-butyldiphenylsilyl)oxy)methyl)heptan-2-one [Si](C1=CC=CC=C1)(C1=CC=CC=C1)(C(C)(C)C)OCC(CCCC(C)=O)CO[Si](C1=CC=CC=C1)(C1=CC=CC=C1)C(C)(C)C